4-[5-(aminomethyl)pyrimidin-2-yl]-3-(2-methyl-6-morpholin-4-ylpyridin-3-yl)oxybenzonitrile NCC=1C=NC(=NC1)C1=C(C=C(C#N)C=C1)OC=1C(=NC(=CC1)N1CCOCC1)C